1-acetyl-2-((3-(naphthalen-1-yl)-6-(N-((2-(trimethylsilyl)ethoxy)methyl)tetrazol-5-yl)quinolin-2-yl)methylene)indolin-3-one C(C)(=O)N1C(C(C2=CC=CC=C12)=O)=CC1=NC2=CC=C(C=C2C=C1C1=CC=CC2=CC=CC=C12)C1=NN=NN1COCC[Si](C)(C)C